FC(C1=CC=C(C=C1)C1=CN=C(C2=NC=CN=C21)N[C@H]2CC(NCCC2)=O)(F)F |r| racemic-4-((8-(4-(trifluoromethyl)phenyl)pyrido[3,4-b]pyrazin-5-yl)amino)azepan-2-one